5-chloro-2-methoxy-3-(tetrahydrofuran-2-yl)benzoate ClC=1C=C(C(=C(C(=O)[O-])C1)OC)C1OCCC1